BrC1=CC(=C(C=C1)CO)CCl (4-Bromo-2-(chloromethyl)phenyl)methanol